CC1CC(CCC1)C(=O)[O-] 3-methylcyclohexane-1-carboxylate